N-(4-bromopyridin-2-yl)-3-[(3-methanesulfonamidopropyl)amino]propanamide BrC1=CC(=NC=C1)NC(CCNCCCNS(=O)(=O)C)=O